S1C=NC2=C1C=CC(=C2)COC2CC1(C(N3[C@H](O1)CC[C@H]3C3=NC=CN=C3)=O)C2 (1s,3S,5'S,7a'R)-3-[(1,3-benzothiazol-5-yl)methoxy]-5'-(pyrazin-2-yl)tetrahydro-3'H-spiro[cyclobutane-1,2'-pyrrolo[2,1-b][1,3]oxazol]-3'-one